[Cl-].C(CCCCCCCCCC)[N+]1=CC=C(C=C1)CC 1-undecyl-4-ethylpyridinium chloride